BrC1=CC=CC(=N1)NCC(F)F 6-bromo-N-(2,2-difluoroethyl)pyridin-2-amine